(Z)-(3-(1-(3-chlorophenyl)-3-(4-nitrophenyl)-1H-pyrazol-4-yl)acryloyl)-L-tryptophan ClC=1C=C(C=CC1)N1N=C(C(=C1)\C=C/C(=O)N[C@@H](CC1=CNC2=CC=CC=C12)C(=O)O)C1=CC=C(C=C1)[N+](=O)[O-]